(4-{[2-Amino-4-(butoxyamino)-5H-pyrrolo[3,2-d]pyrimidin-5-yl]methyl}-3-methoxyphenyl)methanol NC=1N=C(C2=C(N1)C=CN2CC2=C(C=C(C=C2)CO)OC)NOCCCC